4-(1-isobutyl-3-(4-methoxyphenyl)-1H-pyrrolo[2,3-b]pyridine-6-carbonyl)-3,3-dimethylpiperazin-2-one C(C(C)C)N1C=C(C=2C1=NC(=CC2)C(=O)N2C(C(NCC2)=O)(C)C)C2=CC=C(C=C2)OC